C1(CCCC1)C1=NC=C(C(=N1)OC1=NC=CC=C1)C(=O)N[C@@H](C)\C=C\S(=O)(=O)C (S,E)-2-cyclopentyl-N-(4-(methylsulfonyl)but-3-en-2-yl)-4-(pyridin-2-yloxy)pyrimidine-5-carboxamide